(S)-2-(1-(4-bromo-2-nitrophenyl)pyrrolidin-3-yloxy)-5-(trifluoromethyl)pyridine BrC1=CC(=C(C=C1)N1C[C@H](CC1)OC1=NC=C(C=C1)C(F)(F)F)[N+](=O)[O-]